(2R,3S,4S,5S)-4-[[3-[2-Methoxy-6-(trifluoromethyl)-3-pyridyl]-4,5-dimethyl-5-(trifluoromethyl)tetrahydrofuran-2-carbonyl]amino]pyridin-2-carboxamid COC1=NC(=CC=C1[C@H]1[C@@H](O[C@@]([C@H]1C)(C(F)(F)F)C)C(=O)NC1=CC(=NC=C1)C(=O)N)C(F)(F)F